BrC1=C2C=NN(C2=CC(=C1)O)C 4-bromo-1-methylindazole-6-ol